3,4-Difluorophenyl isocyanate FC=1C=C(C=CC1F)N=C=O